NC=1C(=NC(=CN1)C=1N=NN(C1)C1CCN(CC1)C(=O)OC(C)(C)C)C(=O)O[C@@H](C(=O)NC1=CC=C(C=C1)F)C1=CC=CC=C1 (R)-2-((4-fluorophenyl)amino)-2-oxo-1-phenylethyl 3-amino-6-(1-(1-(tert-butoxycarbonyl)piperidin-4-yl)-1H-1,2,3-triazol-4-yl)pyrazine-2-carboxylate